C(C)(C)(C)OC(NC(COCC(=O)C1=CC(=C(C=C1)F)OC)(C)C)=O N-[2-[2-(4-fluoro-3-methoxyphenyl)-2-oxoethoxy]-1,1-dimethyl-ethyl]carbamic acid tert-butyl ester